Lanthanum-iron [Fe].[La]